5-amino-N-(4-cyclopropyl-5,6,7,8-tetrahydroquinolin-8-yl)-N-((5-(2,6-difluorophenyl)pyridin-2-yl)methyl)-6-methyl-1H-pyrrolo[3,2-b]pyridine-2-carboxamide NC1=C(C=C2C(=N1)C=C(N2)C(=O)N(CC2=NC=C(C=C2)C2=C(C=CC=C2F)F)C2CCCC=1C(=CC=NC21)C2CC2)C